1-(6-((tert-butoxy-carbonyl)amino)-4-methylpyridin-3-yl)-6-chloro-7-(isoindolin-2-yl)-4-oxo-1,4-dihydro-1,8-naphthyridine-3-carboxylic acid C(C)(C)(C)OC(=O)NC1=CC(=C(C=N1)N1C=C(C(C2=CC(=C(N=C12)N1CC2=CC=CC=C2C1)Cl)=O)C(=O)O)C